tert-butyl (R)-3-((2-nitro-5-(((triisopropylsilyl)oxy)methyl)phenyl)amino)azepane-1-carboxylate [N+](=O)([O-])C1=C(C=C(C=C1)CO[Si](C(C)C)(C(C)C)C(C)C)N[C@H]1CN(CCCC1)C(=O)OC(C)(C)C